α-carbomethoxy-β-methoxy-cinnamic acid methyl ester COC(C(=C(C1=CC=CC=C1)OC)C(=O)OC)=O